3-(4-hydroxypiperidin-1-yl)-N-(3-((1-(2-methoxyphenyl)-5-oxo-[1,2,4]triazolo[4,3-a]quinazolin-4(5H)-yl)methyl)phenyl)propanamide (S)-3-(2-(λ2-azepinyl)propoxy)propionate [N]1C(=CC=CC=C1)[C@@H](COCCC(=O)O)C.OC1CCN(CC1)CCC(=O)NC1=CC(=CC=C1)CN1C=2N(C3=CC=CC=C3C1=O)C(=NN2)C2=C(C=CC=C2)OC